tripyridyl-hexaazaphenanthrene N1=C(C=CC=C1)C=1C2=C(C(=NN=C2C=2N=NN=NC2C1)C1=NC=CC=C1)C1=NC=CC=C1